2-(4,6-dimethylpyrazolo[1,5-a]pyrazin-2-yl)-7-(1-propylpiperidin-4-yl)-4H-pyrido[1,2-a]pyrimidin-4-one CC=1C=2N(C=C(N1)C)N=C(C2)C=2N=C1N(C(C2)=O)C=C(C=C1)C1CCN(CC1)CCC